CC(C(C)=NO)(C(=C)C)C 3,3,4-trimethylpent-4-en-2-one oxime